4-(5-chloro-1H-triazol-4-yl)-2-[1-(2-naphthalen-1-ylethyl)imidazol-4-yl]pyridine ClC1=C(N=NN1)C1=CC(=NC=C1)C=1N=CN(C1)CCC1=CC=CC2=CC=CC=C12